C(CCCC)N(CCCCC)CC(=O)OC1=C(C=CC=C1)C o-methylphenol N,N-dipentylaminoacetate